N1CC(C1)NC=1C=CC(=C(C1)C(=O)N1CC2=CC=C(C=C2C1)C=1SC(=CC1)CN1CCCC1)C (5-(Azetidin-3-ylamino)-2-methylphenyl)(5-(5-(pyrrolidin-1-ylmethyl)thiophen-2-yl)isoindolin-2-yl)methanone